COC1=C(C=CC(=C1)Cl)C1(OC(=O)C2=CC=CC=C12)C1=C(C=CC=C1)Cl 3-(2'-methoxy-4'-chlorophenyl)-3-(2'-chlorophenyl)phthalide